1,4-Bis(isocyanatomethyl)-2,3,5,6-tetrachlorobenzol N(=C=O)CC1=C(C(=C(C(=C1Cl)Cl)CN=C=O)Cl)Cl